COC=1C=CC(=NC1)NC(C1=CC(=CC=C1)CNC1=NC=C(C2=C1CCO2)C2=CC=NC=C2)=O N-(5-methoxypyridin-2-yl)-3-(((7-(pyridin-4-yl)-2,3-dihydrofuro[3,2-c]pyridin-4-yl)amino)methyl)benzamide